5-(5-((1-(2-(1H-1,2,4-triazol-1-yl)ethyl)azetidin-3-yl)ethynyl)pyridin-2-yl)isoxazol N1(N=CN=C1)CCN1CC(C1)C#CC=1C=CC(=NC1)C1=CC=NO1